(E)-3-[(3-Methoxyphenyl)thio]-1-phenyl-3-(trimethylsilyl)prop-2-en-1-one COC=1C=C(C=CC1)S/C(=C/C(=O)C1=CC=CC=C1)/[Si](C)(C)C